C(C)OC(CCC)C1CC2=CC=CC3=CC=CC1=C23 (1-ethoxybutyl)acenaphthene